BrC=1C=C2C(=NC1)OC(CO2)(C)C 7-bromo-3,3-dimethyl-2,3-dihydro-[1,4]dioxino[2,3-b]pyridine